ClC1=C2C=CN=C(C2=CC=N1)NCC1=C(C=CC2=C1CCO2)F 5-chloro-N-((5-fluoro-2,3-dihydrobenzofuran-4-yl)methyl)-2,6-naphthyridin-1-amine